C(C)(C)(C)OC(NC1=NC(=C(C=C1)NS(=O)(=O)C=1SC=CC1)C)=O (6-methyl-5-(thiophene-2-sulfonamido)pyridin-2-yl)carbamic acid tert-butyl ester